COC1=CC=C(C(=O)/C=C/C(=O)O)C=C1 (E)-3-(4-methoxybenzoyl)acrylic acid